NC1(C[C@H]2CC[C@@H](C1)N2CC2=CC=CC=C2)C#N (1R,5S)-3-amino-8-benzyl-8-azabicyclo[3.2.1]octane-3-carbonitrile